N[C@@H](CC1=CNC2=CC=CC=C12)C(=O)N[C@@H](C)C(=O)N[C@@H](C(C)C)C(=O)N[C@@H]([C@@H](C)CC)C(=O)N[C@@H](C)C(=O)NCC(=O)N[C@@H](CCC(N)=O)C(=O)N[C@@H](CCC(=O)O)C(=O)N[C@@H](CO)C(=O)N[C@@H](CCCNC(N)=N)C(=O)NCC(=O)NC#CC tryptophyl-alanyl-valyl-isoleucyl-alanyl-glycyl-glutaminyl-glutamyl-seryl-arginyl-glycyl-propynylamine